(1R,2R,3S)-(2,3,4,4-Tetramethylcyclopentyl)-methyl acetate C(C)(=O)OC[C@H]1[C@@H]([C@@H](C(C1)(C)C)C)C